magnesium sarcosinate N(C)CC(=O)[O-].[Mg+2].N(C)CC(=O)[O-]